N-(2,4-bis(benzyloxy)-5-isopropylphenyl)-3-fluorobenzamide C(C1=CC=CC=C1)OC1=C(C=C(C(=C1)OCC1=CC=CC=C1)C(C)C)NC(C1=CC(=CC=C1)F)=O